OC(C)C1=CC(=CN2C1=NC(=CC2=O)C2=CC1=CN(N=C1C=C2)C)C 9-(1-hydroxyethyl)-7-methyl-2-(2-methylindazol-5-yl)pyrido[1,2-a]pyrimidin-4-one